(4,6-dichloro-5-ethyl-pyrimidin-2-yl)amine ClC1=NC(=NC(=C1CC)Cl)N